Pyridin-4-one-3-d N1=CC(C(C=C1)=O)[2H]